[Si](C)(C)(C(C)(C)C)OC1CCC(CC1)OC1=CC=C(C(=O)N2CCC(CC2)(O)CN2C=NC3=C(C2=O)C=NN3C3=CC=C(C=C3)C)C=C1 5-((1-(4-(4-(tert-butyldimethylsilyloxy)cyclohexyloxy)benzoyl)-4-hydroxypiperidin-4-yl)methyl)-1-p-tolyl-1H-pyrazolo[3,4-d]pyrimidin-4(5H)-one